S(=O)(=O)(O)OC1=CC=C(C[C@H](N)C(=O)O)C=C1 O-sulfo-L-tyrosine